[(3S,5aR,6S,7R,8aS)-6-({[dimethyl(2-methyl-2-propanyl)silyl]oxy}methyl)-7-(tetrahydro-2H-pyran-2-yloxy)octahydro-2H-cyclopenta[b]oxepin-3-yl]methyl methanesulfonate CS(=O)(=O)OC[C@H]1CC[C@H]2[C@@H](OC1)C[C@H]([C@@H]2CO[Si](C(C)(C)C)(C)C)OC2OCCCC2